1-tert-butyl 2-(1,3-dioxo-2,3-dihydro-1H-isoindol-2-yl) pyrrolidine-1,2-dicarboxylate N1(C(CCC1)C(=O)ON1C(C2=CC=CC=C2C1=O)=O)C(=O)OC(C)(C)C